OC=1C(=CC2=CC=CC=C2C1)C(=O)NNOC(CC(C)C)C 3-hydroxy-N'-(1,3-dimethylbutyloxy)-2-naphthoic acid hydrazide